N-tert-butyl-3-(4-fluorophenyl)-5-(3-prop-2-ylimidazol-4-yl)benzamide C(C)(C)(C)NC(C1=CC(=CC(=C1)C=1N(C=NC1)C(C)C)C1=CC=C(C=C1)F)=O